FC1(CN(CC[C@H]1NC1=NN2C(C(=N1)OC)=C(C(=C2)F)C=2C=C(C=1N(C2)C(=CN1)C(F)F)F)C)F (R)-N-(3,3-difluoro-1-methylpiperidin-4-yl)-5-(3-(difluoromethyl)-8-fluoroimidazo[1,2-a]pyridin-6-yl)-6-fluoro-4-methoxypyrrolo[2,1-f][1,2,4]triazin-2-amine